bis-oleoyl-choline C(CCCCCCC\C=C/CCCCCCCC)(=O)C(O)(C[N+](C)(C)C)C(CCCCCCC\C=C/CCCCCCCC)=O